aza-methylene-bipyridine N=C1C(=NC=CC1)C1=NC=CC=C1